[Na+].[Na+].[Na+].[Na+].C(CN([C@@H](CCC(=O)O)C(=O)O)CC(=O)[O-])(=O)[O-].N([C@@H](CCC(=O)O)C(=O)O)(CC(=O)[O-])CC(=O)[O-] glutamic acid diacetate tetrasodium salt